FC=1C=C2C(=CC(NC2=CC1)=O)C1=CC=CC=C1 6-fluoro-4-phenyl-1,2-dihydroquinolin-2-one